C(#N)[C@]1(CC12CC2)C=2C=C1C=C(N=CC1=CC2)NC(=O)C2CCN(CC2)C(C(F)(F)F)=O N-(6-((S)-1-cyanospiro[2.2]pentan-1-yl)isoquinolin-3-yl)-1-(2,2,2-trifluoroacetyl)piperidine-4-carboxamide